C(N)(OC1=CC(=CC=C1)OC1=NC(=CN=C1C)NC=1C=NN(C1)C)=O (3-((3-methyl-6-((1-methyl-1H-pyrazol-4-yl) amino) pyrazin-2-yl) oxy) phenyl) carbamate